C(C=C)(=O)OC[Si](OCC)(OCC)OCC Acryloxymethyl-triethoxysilan